4-((8-((1,1,1,3,3,3-hexaFluoro-2-(trifluoromethyl)propan-2-yl)oxy)octyl)oxy)-2,2,6,6-tetramethylpiperidine FC(C(C(F)(F)F)(C(F)(F)F)OCCCCCCCCOC1CC(NC(C1)(C)C)(C)C)(F)F